CCC[Si](OC)(OC)OC 2-(methyl)ethyltrimethoxysilane